N'-(2,3-dihydroxybenzylidene)-2-((3-fluorophenyl)amino)butanoyl-hydrazine OC1=C(C=NNC(C(CC)NC2=CC(=CC=C2)F)=O)C=CC=C1O